FC(C(=O)O)(OC(C(OC(C(OC(C(C(F)(F)F)(F)F)(F)F)(C(F)(F)F)F)(F)F)(C(F)(F)F)F)(F)F)C(F)(F)F perfluoro-2,5,8-trimethyl-3,6,9-trioxadodecanoic acid